(1r,2r)-N,N'-dimethyl-cyclohexane-1,2-diamine CN[C@H]1[C@@H](CCCC1)NC